CC1=NN=C(O1)C1=CC=C(OC2=CC=C(C=C2)C(C)(C)C2=CC=C(OC3CC(C3)NC=3C=C4C(NC(C4=CC3)=O)=O)C=C2)C=C1 5-((1r,3r)-3-(4-(2-(4-(4-(5-methyl-1,3,4-oxadiazol-2-yl)Phenoxy)phenyl)propan-2-yl)phenoxy)cyclobutyl)aminoisoindoline-1,3-dione